methyl 4-(5-chloropyridin-3-yl)benzoate ClC=1C=C(C=NC1)C1=CC=C(C(=O)OC)C=C1